Cl.NC/C(/COC=1C=C2CCN(C(C2=CC1)=O)CC(=O)NCC)=C\F 2-[6-[(E)-2-(aminomethyl)-3-fluoro-allyloxy]-1-oxo-3,4-dihydroisoquinolin-2-yl]-N-ethyl-acetamide hydrochloride